(E)-1-(3,3-Diethoxyprop-1-en-1-yl)-3,5-bis(trifluoromethyl)benzene C(C)OC(/C=C/C1=CC(=CC(=C1)C(F)(F)F)C(F)(F)F)OCC